1-cyclopropylpyrrolidin-2-one C1(CC1)N1C(CCC1)=O